FC(OC1=CC=C2C3(CC=4C(=NOC4C2=C1)NS(=O)(=O)C=1C=NNC1)CC3)F N-(8'-(difluoromethoxy)-4'H-spiro[cyclopropane-1,5'-naphtho[2,1-d]isoxazol]-3'-yl)-1H-pyrazole-4-sulfonamide